ClC=1C=C(C=2N(N1)C=CN2)[C@H]2[C@@H](C2)C2=CC(=C1C=CC=NC1=C2)C(F)(F)F 7-[(1R,2R)-2-(6-chloroimidazo[1,2-b]pyridazin-8-yl)cyclopropyl]-5-(trifluoromethyl)quinoline